5-iodo-4-(2-(trifluoromethyl)phenyl)thiazol-2-amine IC1=C(N=C(S1)N)C1=C(C=CC=C1)C(F)(F)F